FC1(CCC2=C1N=C(N=C2C2=CC=C(C=C2)C2(CS(C2)(=O)=O)NC(OCC[Si](C)(C)C)=O)N2[C@H]([C@@H](C2)F)C)F 2-(trimethylsilyl)ethyl (3-(4-(7,7-difluoro-2-((2S,3R)-3-fluoro-2-methylazetidin-1-yl)-6,7-dihydro-5H-cyclopenta[d]pyrimidin-4-yl)phenyl)-1,1-dioxidothietan-3-yl)carbamate